3-aminopropylmorpholine NCCCN1CCOCC1